ClC=1C=C(C=CC1C)[C@H]1CC2(CN(C2)C(=O)C2CC(C2)(C)O)CC1 |r| (rac)-(6-(3-Chloro-4-methylphenyl)-2-azaspiro[3.4]octan-2-yl)((1s,3s)-3-hydroxy-3-methylcyclobutyl)methanon